C(CCCCCCCCCCCCCCCCCCC)(=O)OC1C(OC(C1)N1C2=NC(=NC(=C2N=C1)N)F)(C#C)COP(=O)(OC1=CC=CC=C1)N[C@H](C(=O)OCCCCCCCCCCCCCCCCCCCCCC)CC1=CC=CC=C1 5-(6-amino-2-fluoro-9H-purin-9-yl)-2-((((((S)-1-(docosyloxy)-1-oxo-3-phenylpropan-2-yl)amino)(phenoxy)phosphoryl)oxy) methyl)-2-ethynyltetrahydrofuran-3-yl icosanoate